(8aR,12aS)-11-(3-(2-methoxyphenyl)propyl)-6,7,8a,9,10,11,12,12a-octahydro-5H-pyrido[4,3-b][1,4]thiazepino[2,3,4-hi]indole COC1=C(C=CC=C1)CCCN1C[C@H]2[C@H](N3C4=C(C=CC=C24)SCCC3)CC1